C(C1CO1)OCCC[SiH2]C(OCC)OCC 3-glycidoxypropyldiethoxymethylsilane